4-methyl-3-(5-(1-methyl-1H-indol-5-yl)-1-propionyl-4,5-dihydro-1H-pyrazol-3-yl)quinolin-2(1H)-one CC1=C(C(NC2=CC=CC=C12)=O)C1=NN(C(C1)C=1C=C2C=CN(C2=CC1)C)C(CC)=O